3-((cis)-1-(4-bromophenyl)-2-methylcyclopropyl)propanoic acid BrC1=CC=C(C=C1)[C@@]1([C@@H](C1)C)CCC(=O)O